C1(CCCCC1)P(C(C)C)C1CCCCC1 2-(dicyclohexylphosphino)propane